FC=1C=C2C(=NC1)N(C(N2)=O)C=2C=NC(=CC2)OC2=CC(=C(C=C2)C)OC 6-fluoro-3-[6-(3-methoxy-4-methyl-phenoxy)-3-pyridyl]-1H-imidazo[4,5-b]pyridin-2-one